4-((S)-4-acryloyl-3-(cyanomethyl)piperazin-1-yl)-7-(8-methylnaphthalen-1-yl)-N-(((S)-piperidin-2-yl)methyl)-5,6,7,8-tetrahydro-1,7-naphthyridine-2-carboxamide C(C=C)(=O)N1[C@H](CN(CC1)C1=CC(=NC=2CN(CCC12)C1=CC=CC2=CC=CC(=C12)C)C(=O)NC[C@H]1NCCCC1)CC#N